ClC1=CC=C(C=C1)CC#C 1-Chloro-4-(2-propyn-1-yl)-benzene